Cl.C(C)OC([C@H](C)N)=O (2S)-2-aminopropionic acid ethyl ester hydrochloride